C[C@]12CC(C[C@](CC1)(N2)C)N(C=2SC1=C(C=NC(=C1)C=1C=C3C(N=C(O3)C)=C(C1)C#N)N2)C 6-(2-{[(1r,3s,5s)-1,5-dimethyl-8-azabicyclo[3.2.1]oct-3-yl](methyl)amino}[1,3]thiazolo[4,5-c]pyridin-6-yl)-2-methyl-1,3-benzoxazole-4-carbonitrile